[C@H]12COC[C@H](CNC1)N2C2=NC(=NC1=C(C(=CC=C21)C2=CC(=CC1=CC=CC=C21)O)F)OC[C@H]2N(C[C@@H](C2)F)C 4-(4-((1R,5S)-3-oxa-7,9-diazabicyclo[3.3.1]nonan-9-yl)-8-fluoro-2-(((2S,4R)-4-fluoro-1-methylpyrrolidin-2-yl)methoxy)quinazolin-7-yl)naphthalen-2-ol